pyrazolo[1,5-a]pyrimidine-7(6H)-one N1=CC=C2N1C(CC=N2)=O